guaiacolal C1(=C(O)C(=CC=C1)C=O)OC